2-amino-2-[5-(trifluoromethyl)imidazo[1,2-a]pyridin-3-yl]acetonitrile NC(C#N)C1=CN=C2N1C(=CC=C2)C(F)(F)F